3-[4-[4-[[(3R,4R)-4-amino-3-fluoro-1-piperidyl]methyl]-1-piperidyl]-3-fluoro-phenyl]piperidine-2,6-dione N[C@H]1[C@@H](CN(CC1)CC1CCN(CC1)C1=C(C=C(C=C1)C1C(NC(CC1)=O)=O)F)F